N-Boc-γ-Tert-Butyl-L-Glutamate C(=O)(OC(C)(C)C)N[C@@H](CC(C(=O)[O-])C(C)(C)C)C(=O)[O-]